(2-trimethylsilylethoxymethyl)pyrrolo[2,3-b]pyridine-5-thiol C[Si](CCOCC=1C=C2C(=NC=C(C2)S)N1)(C)C